benzyl-3-{[(benzyloxy)carbonyl]amino}-D-alaninat C(C1=CC=CC=C1)OC([C@H](N)CNC(=O)OCC1=CC=CC=C1)=O